BrC=1C=C(C(=NC1)[N+](=O)[O-])S[C@H](C)C1CCCCC1 |r| (rac)-5-bromo-3-{[1-cyclohexylethyl]sulfanyl}-2-nitropyridine